Cl.N[C@H](C(=O)NC1=CC=C(C=C1)C1=CN(C(C=C1)=O)C)C(C1=CC=CC=C1)C1=CC=CC=C1 (S)-2-amino-N-(4-(1-methyl-6-oxo-1,6-dihydropyridin-3-yl)phenyl)-3,3-diphenylpropionamide hydrochloride